OC1=CC=C(C=C1)C(C)(C)C1=CC=C(C=C1)O.[Li] lithium bisphenol A